FC1(CC12CN(C(C2)C(=O)N)C(CNC(CCCOC2=CC=CC=C2)=O)=O)F 1,1-difluoro-5-((4-phenoxy-butyryl)glycyl)-5-azaspiro[2.4]heptane-6-carboxamide